2-(6-((R)-3-amino-3-(methoxymethyl)pyrrolidin-1-yl)-4-methylpyridin-2-yl)-4-(2-fluoro-6-methoxyphenyl)-2,3-dihydro-1H-pyrrolo[3,4-c]pyridin-1-one N[C@]1(CN(CC1)C1=CC(=CC(=N1)N1CC=2C(=NC=CC2C1=O)C1=C(C=CC=C1OC)F)C)COC